FC1=CC=C(C=C1)C1=NN2C(CN(CC2)C(C)=O)=C1C1=CC(=NC=C1)NCC(F)(F)F 1-(2-(4-fluorophenyl)-3-(2-((2,2,2-trifluoroethyl)amino)pyridin-4-yl)-6,7-dihydropyrazolo[1,5-a]pyrazin-5(4H)-yl)ethan-1-one